FC=1C(=NC(=CC1)NC1=NNC(=C1)C)C[C@@]1(C[C@H](N(CC1)CC1=CC(=CC=C1)C(F)(F)F)C)C(=O)O (2R,4R)-4-((3-fluoro-6-((5-methyl-1H-pyrazol-3-yl)amino)pyridin-2-yl)methyl)-2-methyl-1-(3-(trifluoromethyl)benzyl)piperidine-4-carboxylic acid